ClC=1C=C(C=2CC[C@H](C2C1)O)S(=O)(=O)NC1=C(C(=C(C=C1)F)C=1C=C2C=NC(=NC2=CC1C)NC1CCNCC1)F (1R)-6-chloro-N-{2,4-difluoro-3-[7-methyl-2-(piperidin-4-ylamino)quinazolin-6-yl]phenyl}-1-hydroxy-2,3-dihydro-1H-indene-4-sulfonamide